CON(C(=O)C1CCC(CC1)CNC(OC(C)(C)C)=O)C tert-butyl ({(1r,4r)-4-[methoxy(methyl)carbamoyl]cyclohexyl}methyl)carbamate